(3S,4R)-3-methoxy-4-methyl-pyrrolidin CO[C@@H]1CNC[C@H]1C